C(C)(C)C1=C(C(=CC(=C1)C(C)C)C(C)C)S(=O)(=O)N[C@@H](CC1=CC(=CC=C1)C(NO)=N)C(=O)O (2,4,6-triisopropylbenzenesulfonyl)-3-hydroxyamidino-phenylalanine